tert-Butyl (2-(((3-(4-(methoxymethyl)-4-methylcyclohexyl)-6,7-dihydro-4H-pyrazolo[5,1-c][1,4]oxazin-2-yl)methyl)(methyl)amino)ethyl)(methyl)carbamate COCC1(CCC(CC1)C=1C(=NN2C1COCC2)CN(CCN(C(OC(C)(C)C)=O)C)C)C